(S)-2-((((9H-fluoren-9-yl)methoxy)carbonyl)amino)-3-(naphthalen-2-yl)propanoic acid C1=CC=CC=2C3=CC=CC=C3C(C12)COC(=O)N[C@H](C(=O)O)CC1=CC2=CC=CC=C2C=C1